C1(CCCC1)S(=O)(=O)N1CC(OCC1)C1=C(SC2=C1C=CC=C2)C(=O)NC(C)C 3-[4-(cyclopentylsulfonyl)-2-morpholinyl]-N-isopropyl-1-benzothiophene-2-carboxamide